(R)-1-(4-((4-((2-fluoro-4-((2-(3-methylpiperidin-1-yl)pyridin-4-yl)oxy)phenyl)amino)-7-methoxyquinazolin-6-yl)amino)piperidin-1-yl)prop-2-en-1-one FC1=C(C=CC(=C1)OC1=CC(=NC=C1)N1C[C@@H](CCC1)C)NC1=NC=NC2=CC(=C(C=C12)NC1CCN(CC1)C(C=C)=O)OC